((1R,2S)-1-hydroxy-3-methyl-1-phenylbutan-2-yl)carbamic acid tert-butyl ester C(C)(C)(C)OC(N[C@H]([C@@H](C1=CC=CC=C1)O)C(C)C)=O